N-methyl-N-ethylmorpholinium bromide [Br-].C[N+]1(CCOCC1)CC